C12CN(CC2C1)C(=O)O 3-azabicyclo[3.1.0]hexane-3-carboxylic acid